BrC=1N=C(C(NC1)=O)N1CCS(CC1)(=O)=O 5-bromo-3-(1,1-dioxothiomorpholin-4-yl)-pyrazin-2(1H)-one